C(C)OC([C@@H](N(C(=O)OCC)CCCCCCCCCC)CC(C)C)=O N-decyl-N-(ethoxycarbonyl)leucine ethyl ester